FC1=CC=C2C(=NNC2=C1)C=O 6-FLUORO-3(1H)INDAZOLECARBOXALDEHYDE